ClC=1C=C(NC2(CCC3(C(CC4=CC=CC=C34)C[C@@H](CC)COC3=C4C(=NC=C3)C=CS4)CC2)C(=O)O)C=CC1 4-(3-Chloroanilino)-2'-[(2R)-2-{[(thieno[3,2-b]pyridin-7-yl)oxy]methyl}butyl]-2',3'-dihydrospiro[cyclohexane-1,1'-indene]-4-carboxylic acid